Cl\C(=C/C1=CN=CN1C)\C(F)(F)F (Z)-5-(2-chloro-3,3,3-trifluoroprop-1-en-1-yl)-1-methyl-1H-imidazole